CC(=O)C1C(O)=CC(O)=CC=1O 2,4,6-trihydroxyacetophenone